C(C)(C)(C)C1=C(C=C(N)C=C1)CC 4-(tert-butyl)-3-ethylaniline